ClC1=C(C=CC=C1)C1(CC1)NC=1C2=C(N=C(N1)NC(C)C)C=CS2 N4-(1-(2-chlorophenyl)cyclopropyl)-N2-isopropylthieno[3,2-d]pyrimidine-2,4-diamine